methyl-2-(pyridin-2-yl)-7H-pyrrolo[3,2-e][1,2,4]triazolo[1,5-c]pyrimidine-8-carboxamide CC1=NC2=C(C=3N1N=C(N3)C3=NC=CC=C3)C=C(N2)C(=O)N